C1C(CCC2CCCCC12)C1=NC(=NO1)N1CCCC2=CC(=CC=C12)CNCCC(=O)O 3-(((1-(5-(decahydronaphthalen-2-yl)-1,2,4-oxadiazol-3-yl)-1,2,3,4-tetrahydroquinolin-6-yl)methyl)amino)propionic acid